BrC=1C(=NC(=NC1)Cl)NCCCN1C(CCCC1)=O 1-(3-((5-bromo-2-chloropyrimidin-4-yl)amino)propyl)piperidin-2-one